BrCC1(COC1)CNC1=C(C=C(C=C1)NC1=C(C=CC=C1)Cl)F N1-((3-(bromomethyl)oxetan-3-yl)methyl)-N4-(2-chlorophenyl)-2-fluorobenzene-1,4-diamine